1-ethoxymethyl-4-(1-methylethyl)benzene methyl-(R)-2-((tert-butoxycarbonyl)(methyl)amino)-2-cyclopentylacetate COC([C@@H](C1CCCC1)N(C)C(=O)OC(C)(C)C)=O.C(C)OCC1=CC=C(C=C1)C(C)C